C(C1=CC=CC=C1)OC(CC(=O)OC)CC(=O)OC Dimethyl 3-(benzyloxy)pentanedioate